NC1=C(C(=NC(=C1Cl)F)O[C@@H](C(=O)OCC1OCCC1)C)Cl tetrahydro-furan-2-ylmethyl (2R)-2-[(4-amino-3,5-dichloro-6-fluoro-2-pyridyl)oxy]-propanoate